4-(2-(5-(1-amino-1,3-dihydrospiro[indene-2,4'-piperidin]-1'-yl)-6-(hydroxymethyl)pyrazin-2-yl)vinyl)-3-chloropyridin-2-ol NC1C2=CC=CC=C2CC12CCN(CC2)C=2N=CC(=NC2CO)C=CC2=C(C(=NC=C2)O)Cl